5-Chloro-2-(7-{[1-(2,2-difluoroethyl)piperidin-4-yl]methyl}-7H-pyrrolo[2,3-c]pyridazin-3-yl)-3-methylphenol hydrochloride Cl.ClC=1C=C(C(=C(C1)O)C1=CC2=C(N=N1)N(C=C2)CC2CCN(CC2)CC(F)F)C